Tert-butyl (S)-2-(4-butylpiperazin-1-carbonyl)azetidin-1-carboxylate C(CCC)N1CCN(CC1)C(=O)[C@H]1N(CC1)C(=O)OC(C)(C)C